O[C@H]1[C@@H]([C@@H]2[C@@H](OCC(CC2)CCCC(=O)O)C1)\C=C\C(COC1=CC=CC=C1)O 4-{(5aR,6R,7R,8aS)-7-hydroxy-6-[(1E)-3-hydroxy-4-phenoxy-1-buten-1-yl]octahydro-2H-cyclopenta[b]oxepin-3-yl}butanoic Acid